1-ferrocenyl-1-butanol [C-]1(C=CC=C1)C(CCC)O.[CH-]1C=CC=C1.[Fe+2]